(10,10-dimethyl-9-oxo-9,10-dihydroanthracen-1-yl)boronic acid CC1(C=2C=CC=C(C2C(C2=CC=CC=C12)=O)B(O)O)C